[Cl-].FC(C1=CC=C(C=C1)[C@H](C)[NH3+])(F)F (1S)-1-[4-(trifluoromethyl)phenyl]ethan-1-aminium chloride